C(C)(C)(C)OC(=O)N1CC(C1)(C)C(=O)NNC1=NC=CC(=C1)Br.C(C=C)(=O)OCCC[Si](OC)(OC)CC acryloxypropyl-ethyl-dimethoxysilane tert-butyl-3-[2-(4-bromopyridin-2-yl)hydrazinecarbonyl]-3-methylazetidine-1-carboxylate